5-methoxy-2-{6-[methyl-(2,2,6,6-tetramethyl-piperidin-4-yl)-amino]-pyridazin-3-yl}-phenol COC=1C=CC(=C(C1)O)C=1N=NC(=CC1)N(C1CC(NC(C1)(C)C)(C)C)C